4-(6-(4-(4-methoxyphenyl)-1-methyl-1H-imidazol-5-yl)quinolin-3-yl)-2-methylbut-3-yn-2-ol COC1=CC=C(C=C1)C=1N=CN(C1C=1C=C2C=C(C=NC2=CC1)C#CC(C)(O)C)C